N-methylpyrrolo[3,2-b]pyridine-5-carboxamide CNC(=O)C1=CC=C2C(N1)=CC=N2